C(C)C(C(C(C(=C)C)(C)C)=O)CC 5-ethyl-2,3,3-trimethylhept-1-en-4-one